OC1=C(C=C(C=C1)CNC(CCCCC=CCCC(CC)CC)=O)OC N-[(4-hydroxy-3-methoxyphenyl)methyl]-10-ethyl-6-dodecenamide